C1(CC1)C1=C(C(=NO1)C1=C(C=CC=C1Cl)Cl)COC=1C=C2CCCC(C2=CC1)=O 6-((5-cyclopropyl-3-(2,6-dichlorophenyl)isoxazol-4-yl)methoxy)-3,4-dihydronaphthalen-1(2h)-one